COC(=O)C=1C=CC2=C(C(=NO2)C)C1 3-methyl-1,2-benzoxazole-5-carboxylic acid methyl ester